4,4-bis(4-benzoylbenzyl)morpholinium C(C1=CC=CC=C1)(=O)C1=CC=C(C[N+]2(CCOCC2)CC2=CC=C(C=C2)C(C2=CC=CC=C2)=O)C=C1